5-(3-(3-Chloro-5-propoxyphenyl)-2-oxo-2H-[1,3'-bipyridin]-5-yl)pyrimidine-2,4(1H,3H)-dione ClC=1C=C(C=C(C1)OCCC)C=1C(N(C=C(C1)C=1C(NC(NC1)=O)=O)C=1C=NC=CC1)=O